2-(4-bromo-2,5-dimethoxyphenyl)propan-2-ol BrC1=CC(=C(C=C1OC)C(C)(C)O)OC